ClC=1C=C(C(=O)OC)C=C(N1)C1=CC=C(C=C1)F methyl 2-chloro-6-(4-fluorophenyl)isonicotinate